CC1=NC(=CC=C1C1=C(C=CC=C1)C1=C(C(=NC(=C1N1C2=CC=CC=C2C=2C=C(C=CC12)C(C)(C)C)N1C2=CC=CC=C2C=2C=C(C=CC12)C(C)(C)C)N1C2=CC=CC=C2C=2C=C(C=CC12)C(C)(C)C)N1C2=CC=CC=C2C=2C=C(C=CC12)C(C)(C)C)C 9,9',9'',9'''-(4-(2-(2,6-dimethylpyridin-3-yl)phenyl)pyridine-2,3,5,6-tetrayl)tetrakis(3-(tert-butyl)-9H-carbazole)